ClC=1C=C(C=CC1)N1CN(N(C1)C1=CC=CC=C1)C1=CC=CC=C1 4-(3-chlorophenyl)-1,2-diphenyl-1,2,4-triazolidine